COC=1C=C2CCN(C(C2=CC1[N+](=O)[O-])=O)C 6-methoxy-2-methyl-7-nitro-3,4-dihydroisoquinolin-1(2H)-one